2-((1,1-dioxido-2,3-dihydrothiophen-3-yl)oxy)-1-(naphthalen-2-yl)ethan-1-one O=S1(CC(C=C1)OCC(=O)C1=CC2=CC=CC=C2C=C1)=O